C(C)(C)(C)OC(=O)N1C(C(C=CC1)(F)F)N1CCN(CC1)C1=CC=CC=2N(C(N(C21)C)=O)C2C(NC(CC2)=O)=O [4-[1-(2,6-dioxo-3-piperidinyl)-3-methyl-2-oxo-benzoimidazol-4-yl]piperazin-1-yl]-3,3-difluoro-2,6-dihydropyridine-1-carboxylic acid tert-butyl ester